phenyl-1',5',10',10a'-tetrahydro-3'H-spiro[cyclopropane-1,2'-pyrrolo[1,2-b]cinnoline]-3'-one C1(=CC=CC=C1)C1C2(C(N3NC=4C=CC=CC4CC31)=O)CC2